FC(C[C@@H](C(=O)NC1=NC=CC(=C1)C1=C(C=2C(N(CCC2N1)C)=O)C=1C=NC=CC1)C1=CC=C(C=C1)F)F (2R)-4,4-Difluoro-2-(4-fluorophenyl)-N-{4-[5-methyl-4-oxo-3-(pyridin-3-yl)-4,5,6,7-tetrahydro-1H-pyrrolo[3,2-c]pyridin-2-yl]pyridin-2-yl}butanamid